O.C(CC)(=O)N Propionamide hydrate